5-bromo-2-ethyl-6-methylpyrazolo[1,5-a]pyridin-3-amine BrC1=CC=2N(C=C1C)N=C(C2N)CC